C(#N)C[C@H](CC(=O)NC=1SC(=C(N1)C)C(=O)OC)NC(=O)C1=CC(=CC=C1)C1=NOC(=N1)C Methyl 2-[(3R)-4-cyano-3-{[3-(5-methyl-1,2,4-oxadiazol-3-yl)phenyl]formamido}butanamido]-4-methyl-1,3-thiazole-5-carboxylate